({[(1s,3s)-3-[4-(trifluoromethyl)phenyl]cyclobutoxy]methyl})stannane FC(C1=CC=C(C=C1)C1CC(C1)OC[SnH3])(F)F